rel-4-((1R,2S)-6-(tert-butoxy)-2-phenyl-1,2,3,4-tetrahydronaphthalen-1-yl)phenyl 1,1,2,2,3,3,4,4,4-nonafluorobutane-1-sulfonate FC(C(C(C(F)(F)F)(F)F)(F)F)(S(=O)(=O)OC1=CC=C(C=C1)[C@H]1[C@H](CCC2=CC(=CC=C12)OC(C)(C)C)C1=CC=CC=C1)F |o1:22,23|